3,5-dichlorothioanisole ClC=1C=C(C=C(C1)Cl)SC